C(#N)C=1SC2=C(N1)C=CC(=C2)OOC(CCCCCCC)=O octanoic acid-(2-cyanobenzothiazole-6-oxy) ester